(R)-1-(2-chlorophenyl)ethyl (4-(5-((cyanomethyl) sulfonamido)-6-methylpyridin-2-yl)-1-methyl-1H-1,2,3-triazol-5-yl)carbamate C(#N)CS(=O)(=O)NC=1C=CC(=NC1C)C=1N=NN(C1NC(O[C@H](C)C1=C(C=CC=C1)Cl)=O)C